N-(2-(2,4-dichlorophenyl)-7-(1-methyl-1H-imidazol-4-yl)-1H-indol-5-yl)acrylamide ClC1=C(C=CC(=C1)Cl)C=1NC2=C(C=C(C=C2C1)NC(C=C)=O)C=1N=CN(C1)C